dicholine terephthalate C(C1=CC=C(C(=O)[O-])C=C1)(=O)[O-].OCC[N+](C)(C)C.OCC[N+](C)(C)C